C(=O)(O)CN(C)C(NC)=NSCC(=O)O 2-{[{[(carboxy-methyl)(methyl)-amino](methylamino)-methylidene}amino]-sulfanyl}acetic acid